N-[4-(Chlorodifluoro-methoxy)phenyl]-1-(3,4-dimethoxyphenyl)-6-oxo-1,6-dihydropyridine-3-carboxamide ClC(OC1=CC=C(C=C1)NC(=O)C1=CN(C(C=C1)=O)C1=CC(=C(C=C1)OC)OC)(F)F